5-(6-chloropyridin-2-yl)furan-2-carbaldehyde ClC1=CC=CC(=N1)C1=CC=C(O1)C=O